FC1=C(OC2=C(C(=O)N)C=CC=N2)C=CC(=C1)CC(NC=1SC(=NN1)C(F)(F)F)=O 2-(2-fluoro-4-(2-oxo-2-((5-(trifluoromethyl)-1,3,4-thiadiazol-2-yl)amino)ethyl)phenoxy)nicotinamide